NC1=NC=CC=C1C1=NC=C2NC=NC2=N1 2-amino-3-purinylpyridine